C1(=CC(=CC=C1)S(=O)(=O)O)OC anisole-m-sulfonic acid